OCCCCCC1=CC=C2C(=NN(C2=C1)C)N1C(NC(CC1)=O)=O 1-(6-(5-Hydroxypentyl)-1-methyl-1H-indazol-3-yl)dihydropyrimidine-2,4(1H,3H)-dione